ClC1=CC2=C(N(C(N=C2N2[C@H](CN(CC2)C(C=C)=O)C)=O)C2=CC=NN2C2CCC2)N=C1C1=C(C=CC=C1O)F 6-chloro-1-(1-cyclobutyl-1H-pyrazol-5-yl)-7-(2-fluoro-6-hydroxyphenyl)-4-((2S)-2-methyl-4-(2-propenoyl)-1-piperazinyl)pyrido[2,3-d]pyrimidin-2(1H)-one